5-((2-hydroxyethyl)(7-((2-octyldecanoyl)oxy) heptyl)amino)pentyl 10-methylundecanoate CC(CCCCCCCCC(=O)OCCCCCN(CCCCCCCOC(C(CCCCCCCC)CCCCCCCC)=O)CCO)C